[Na+].P(=O)(OC(C)C)([O-])[O-].[Na+] methylethyl phosphate sodium salt